ClC1=C(C=CC(=C1)Cl)C=1C(=CC2=C(C=NC(=N2)SC)N1)NCCCO 3-((6-(2,4-dichlorophenyl)-2-(methylthio)pyrido[2,3]pyrimidin-7-yl)amino)propan-1-ol